C(C)(C)(C)OC(=O)N1CCC(C2=CC=CC=C12)N1C(N(C2=NC(=NC=C2C1)S(=O)(=O)C)C1CCCC1)=O 4-(1-cyclopentyl-7-methylsulfonyl-2-oxo-4H-pyrimido[4,5-d]pyrimidin-3-yl)-3,4-dihydro-2H-quinoline-1-carboxylic acid tert-butyl ester